6-isobutyl-4,4-dimethyl-2,3,4,6,7,8-hexahydro-5H-chromen-5-one C(C(C)C)C1C(C=2C(CCOC2CC1)(C)C)=O